[Si](C)(C)(C(C)(C)C)OC(C)O (tert-Butyldimethylsilanyloxy)ethan-1-ol